CC1=C(C(=CC(=C1)C)C)C=1NC(=C(N1)C1=CC=CC=C1)C1=CC=CC=C1 2-(2,4,6-trimethylphenyl)-4,5-diphenylimidazole